4-phenylpyridine-3-carbaldehyde C1(=CC=CC=C1)C1=C(C=NC=C1)C=O